dibromo-2,2'-bithiophene C1=CSC(=C1)C2=C(C(=CS2)Br)Br